C/C(=C\\C=C\\C(=C\\C(=O)[O-])\\C)/C=C/C1=C(C(CCC1(C)C)O)CO The molecule is a retinoid anion that is the conjugate base of all-trans-4,18-dihydroxyretinoic acid, obtained by deprotonation of the carboxy group; major species at pH 7.3. It is a retinoid anion and a hydroxy monocarboxylic acid anion. It is a conjugate base of an all-trans-4,18-dihydroxyretinoic acid.